OC1=CC=C2CCC3(CC2=C1)NC(NC3=O)=O 7'-hydroxy-3',4'-dihydro-1'H-spiro[imidazolidine-4,2'-naphthalene]-2,5-dione